[N+](=O)([O-])C1=CC=C(C=C1)C=1N(C2=CC=CC=C2C1)C1OC(C2=CC=CC=C12)=O 3-(2-(4-nitrophenyl)-1H-indol-1-yl)isobenzofuran-1(3H)-one